FC(S(=O)(=O)OC1=C(C(=C(C=C1)C1=NC(=CC=C1NC(C)C=1C=C(C=C2C(C(=C(OC12)C(C)C)C)=O)C)Cl)Cl)C=O)(F)F 3-chloro-4-(6-chloro-3-((1-(2-isopropyl-3,6-dimethyl-4-oxo-4H-chromen-8-yl)ethyl)amino)pyridin-2-yl)-2-formylphenyl trifluoromethanesulfonate